(tert-butoxycarbonyl)-lysine C(C)(C)(C)OC(=O)N[C@@H](CCCCN)C(=O)O